2-(tetrahydrofuran-3-yl)morpholine O1CC(CC1)C1CNCCO1